C1(=CC=CC=C1)S(=O)(=O)N1C=CC=2C1=NC=CC2B2OC(C(O2)(C)C)(C)C 1-benzenesulfonyl-4-(4,4,5,5-tetramethyl-[1,3,2]dioxaborolan-2-yl)-1H-pyrrolo[2,3-b]pyridine